C(C)O[Si](OCC)(OCC)CC[Si](O[Si](CC[Si](OCC)(OCC)OCC)(C)C)(C)C 1,3-bis(triethoxysilylethyl)tetramethyl-disiloxane